glycerol metabisulfate S(=O)(=O)(O)S(=O)(=O)O.OCC(O)CO